N-methyl-N-(1-(4-(trifluoromethyl)phenyl)imidazo[1,5-a]pyridin-3-yl)glycine CN(CC(=O)O)C1=NC(=C2N1C=CC=C2)C2=CC=C(C=C2)C(F)(F)F